(4-(3,4-dichlorophenyl)-3-butylpiperazine-1-carbonyl)quinolin-2(1H)-one ClC=1C=C(C=CC1Cl)N1C(CN(CC1)C(=O)N1C(C=CC2=CC=CC=C12)=O)CCCC